3-(trimethylsilyl)-oxazolidin-2-one C[Si](N1C(OCC1)=O)(C)C